FC1(CC2(C1)CN(CC2)C=2C=1N(N=C(C2)C=2C(NC(NC2)=O)=O)C=CN1)F 5-(8-(2,2-difluoro-6-azaspiro[3.4]octan-6-yl)imidazo[1,2-b]pyridazin-6-yl)pyrimidine-2,4(1H,3H)-dione